OC=1C=C(C=CC1)C=1C(OC2=CC=C(C=C2C1C)O)C1=CC=C(C=C1)\C=C\CN1CCCCC1 3-(3-hydroxyphenyl)-4-methyl-2-[4-((E)-3-piperidin-1-ylpropenyl)phenyl]-2H-chromen-6-ol